C1(CC1)C1=C(C#N)C=CC(=C1)OC1=NC=C(C=C1)N1C(N[C@](C1=O)(C)CC)=O 2-cyclopropyl-4-({5-[(4R)-4-ethyl-4-methyl-2,5-dioxo-1-imidazolidinyl]-2-pyridinyl}oxy)benzonitrile